5-methyl-N2-(piperidin-4-yl)-7,8-dihydro-6H-cyclopenta[5,6]pyrido[2,3-d]pyrimidine-2,4-diamine CC1=C2C(=NC=3N=C(N=C(C31)N)NC3CCNCC3)CCC2